1,3-Bis(5-aminotetrazol-1-yl)propan NC1=NN=NN1CCCN1N=NN=C1N